N1=C(C=CC=C1B(O)O)B(O)O pyridine-2,6-diyl-diboronic acid